4-amino-7-{(1R)-1-[1-(2,4-difluorophenyl)-1H-pyrazol-4-yl]ethyl}-5-[2-(trifluoromethyl)pyrimidin-5-yl]pyrrolo[2,1-f][1,2,4]triazine-6-carbonitrile NC1=NC=NN2C1=C(C(=C2[C@H](C)C=2C=NN(C2)C2=C(C=C(C=C2)F)F)C#N)C=2C=NC(=NC2)C(F)(F)F